3-(3-methyl-2-oxo-4-(2-(piperidin-4-yl)ethoxy)-2,3-dihydro-1H-benzo[d]imidazol-1-yl)piperidine-2,6-dione hydrochloride Cl.CN1C(N(C2=C1C(=CC=C2)OCCC2CCNCC2)C2C(NC(CC2)=O)=O)=O